4-[4-(hydroxymethyl)phenoxy]-6-(o-tolyl)pyrimidin OCC1=CC=C(OC2=NC=NC(=C2)C2=C(C=CC=C2)C)C=C1